4-(4'-Chloro-[1,1'-biphenyl]-3-yl)-2-(naphthalen-1-yl)benzo[4,5]thieno[3,2-d]pyrimidine ClC1=CC=C(C=C1)C1=CC(=CC=C1)C=1C2=C(N=C(N1)C1=CC=CC3=CC=CC=C13)C1=C(S2)C=CC=C1